C(=O)(OC(C)(C)C)N[C@@H]([C@@H](C)CC)C(=O)O N-Boc-L-isoleucine